FC(C1=CC=C(C=C1)C1=NC(=C2N1C=CC=N2)N2CC(CC2)NC(C=C)=O)(F)F N-(1-(6-(4-(trifluoromethyl)phenyl)imidazo[1,5-a]pyrimidin-8-yl)-pyrrolidin-3-yl)acrylamide